OC=1C(=NC=CC1OC)C(=O)N[C@H](C(=O)OC(C(C)N1C=NC2=C1C=CC=C2)C)C [2-(benzimidazol-1-yl)-1-methyl-propyl] (2S)-2-[(3-hydroxy-4-methoxy-pyridine-2-carbonyl) amino]propanoate